CN1C(N=CC(=C1)C=1N=NC(=CC1)NC1C[C@@H]2[C@@H](CN(C2)CC2CCOCC2)C1)=O 1-methyl-5-(6-(((3aR,5s,6aS)-2-((tetrahydro-2H-pyran-4-yl)methyl)octahydrocyclopenta[c]pyrrol-5-yl)amino)pyridazin-3-yl)pyrimidin-2(1H)-one